C(C)(=O)OC([C@@H](N)CC(C)C)=O Leucine-Acetic Anhydride